2-azido-3-(2,2,6,6-tetramethylpiperidinyloxy)-4-chloro-indoline N(=[N+]=[N-])C1NC2=CC=CC(=C2C1ON1C(CCCC1(C)C)(C)C)Cl